C(C)OC(CCC(=O)C1=NC(=CC=C1O)CC1=C(C=CC=C1)Cl)=O 4-[6-(2-Chloro-benzyl)-3-hydroxy-pyridin-2-yl]-4-oxo-butyric acid ethyl ester